5-methyl-2-pyrazol-1-yl-aniline CC=1C=CC(=C(N)C1)N1N=CC=C1